ethyl 2-(ethylthio)pyrazolo[1,5-a]pyrimidine-3-carboxylate C(C)SC1=NN2C(N=CC=C2)=C1C(=O)OCC